4,4-Dimethyl-6-(1H-pyrrolo[2,3-b]pyridin-3-yl)-3,4-dihydroisoquinolin-1(2H)-one CC1(CNC(C2=CC=C(C=C12)C1=CNC2=NC=CC=C21)=O)C